3H-4,12-methanobenzofuro[3,2-e]isoquinoline-3-carboxylate C1=CN(C2=C3C=CC=C4C13C1=C(O4)C=CC=C1C2)C(=O)[O-]